(Z)-1-(3-(5-(dimethylamino)-2-propylphenyl)-4-oxothiazolidin-2-ylidene)-3-(2-fluoro-4-(1-(5-(trifluoromethoxy)pyridin-2-yl)-1H-1,2,4-triazol-3-yl)phenyl)urea CN(C=1C=CC(=C(C1)N1/C(/SCC1=O)=N/C(=O)NC1=C(C=C(C=C1)C1=NN(C=N1)C1=NC=C(C=C1)OC(F)(F)F)F)CCC)C